FC(C=1N=C(SC1)O[C@@H]1CN(CC1)C1=C(C=C(C=C1)C1=CC=CC=C1)CO)(F)F (S)-(4-(3-(4-(trifluoromethyl)thiazol-2-yloxy)pyrrolidin-1-yl)biphenyl-3-yl)methanol